(S)-N-(2-(2-cyano-4,4-difluoropyrrolidin-1-yl)-2-oxoethyl)-7-(4-(3-(piperazin-1-yl)propoxy)phenyl)quinoline-4-carboxamide C(#N)[C@H]1N(CC(C1)(F)F)C(CNC(=O)C1=CC=NC2=CC(=CC=C12)C1=CC=C(C=C1)OCCCN1CCNCC1)=O